COC(=O)C1CC(CCC1)C(N)=O.FC(C=1C=CC(=NC1)C(C)=O)F 1-(5-(difluoromethyl)pyridin-2-yl)ethan-1-one methyl-3-carbamoylcyclohexane-1-carboxylate